[N+](=O)([O-])C1=C(C#N)C=C(C(=C1)OCCCCl)OCCCCl 2-nitro-4,5-di(3-chloropropoxy)benzonitrile